2,2-difluoro-3-phenylbicyclo[1.1.1]pentane-1-carboxylic acid FC1(C2(CC1(C2)C2=CC=CC=C2)C(=O)O)F